[3-(dimethylamino) propyl]-2-methyl-7-oxo-9-{6-[(1-oxohexyl) oxy] hexyl}-2,6-diaza-8-oxapentadecan-15-yl hexanoate C(CCCCC)(=O)OC(CCCCCC(OC(NCCCN(C)C)=O)CCCCCCOC(CCCCC)=O)CCCN(C)C